C(C1=CC=CC=C1)(C1=CC=CC=C1)N1CCN(CC1)C(=O)C=1C=NC=C(C1)Br (4-benzhydrylpiperazin-1-yl)(5-bromopyridin-3-yl)methanone